BrC1=C(C(=CC(=C1)OC)Cl)Cl 1-bromo-2,3-dichloro-5-methoxybenzene